C1(CC1)C1=NOC(=N1)C1=C(SC(=C1C)C)NC(=O)C1CC(C1)C(=O)OC methyl (1s,3s)-3-((3-(3-cyclopropyl-1,2,4-oxadiazol-5-yl)-4,5-dimethylthiophen-2-yl)carbamoyl)cyclobutane-1-carboxylate